N-ethylimidazole acetate C(C)(=O)O.C(C)N1C=NC=C1